C(C)(C)(C)OC(=O)N1CCC2(CCN(C2=O)C2=CC=C3C=C(NC3=C2)C2=NN(C=3C[C@@]4([C@H](CC23)C4(F)F)C)C4OCCCC4)CC1 2-{2-[(4AS,5aR)-5,5-difluoro-5a-methyl-1-(oxacyclohexan-2-yl)-4H,4aH,6H-cyclopropa[f]indazol-3-yl]-1H-indol-6-yl}-1-oxo-2,8-diazaspiro[4.5]decane-8-carboxylic acid tert-butyl ester